3-[(4-chlorobenzyl)oxy]cyclobutane-1-carboxylic acid ClC1=CC=C(COC2CC(C2)C(=O)O)C=C1